N1(C=NC=C1)C1=CC2=C(NC(=N2)C)C(=C1)C(=O)O 5-(1H-imidazol-1-yl)-2-methyl-1H-benzo[d]imidazole-7-carboxylic acid